O1CCCC2=CC=CC(=C12)C(=O)N1[C@H](C=2C(CC1)=C(N(N2)C)C2=CC(=NN2C)C(F)(F)F)C (S)-Chroman-8-yl(2,7-dimethyl-3-(1-methyl-3-(trifluoromethyl)-1H-pyrazol-5-yl)-2,4,5,7-tetrahydro-6H-pyrazolo[3,4-c]pyridin-6-yl)methanone